1-(6-((4-chlorophenyl)amino)-5-(1-methyl-1H-imidazol-4-yl)-3,4-dihydroisoquinolin-2(1H)-yl)prop-2-en-1-one ClC1=CC=C(C=C1)NC=1C(=C2CCN(CC2=CC1)C(C=C)=O)C=1N=CN(C1)C